COC1=C(C(=CC(=C1)C1=CN(C(C(=C1C)C)=O)C)OC)CN1CCN(CC1)C(=O)OC(C)(C)C tert-butyl 4-[[2,6-dimethoxy-4-(1,4,5-trimethyl-6-oxo-3-pyridyl)phenyl]methyl]piperazine-1-carboxylate